(S)-4-amino-1-(pyridine-3-yl)chloro-butane tert-butyl-(R)-(2-(5-(1-aminoethyl)thiophen-3-yl)benzyl)(methyl)carbamate C(C)(C)(C)OC(N(C)CC1=C(C=CC=C1)C1=CSC(=C1)[C@@H](C)N)=O.NCCC[C@@H](C=1C=NC=CC1)Cl